heptacosyne C#CCCCCCCCCCCCCCCCCCCCCCCCCC